methyl 4-[1-[3-[4-[2-(2-amino-3-pyridyl)-5-phenyl-imidazo[4,5-b]pyridin-3-yl]-2-fluoro-phenyl]azetidin-1-yl]ethyl]benzoate NC1=NC=CC=C1C1=NC=2C(=NC(=CC2)C2=CC=CC=C2)N1C1=CC(=C(C=C1)C1CN(C1)C(C)C1=CC=C(C(=O)OC)C=C1)F